(S)-3-chloro-5-(3-(2-chloro-7-(1-methoxyethyl)pyrazolo[1,5-a]pyrimidin-6-yl)ureido)-N-(1-(2-fluoroethyl)-1h-pyrazol-4-yl)picolinamide ClC=1C(=NC=C(C1)NC(=O)NC=1C=NC=2N(C1[C@H](C)OC)N=C(C2)Cl)C(=O)NC=2C=NN(C2)CCF